ClC=1C=C(C=CC1F)[C@@H](NC(=O)N1[C@@H](C(NCC1)=O)C)C1=NN(C=C1)C(F)F (2R)-N-((R)-(3-chloro-4-fluorophenyl)(1-(difluoromethyl)-1H-pyrazol-3-yl)methyl)-2-methyl-3-oxopiperazine-1-carboxamide